C(C)(C)(C)OC(=O)NCC1=CC=C(C=C1)NC(=O)C1=CC2=C(OCCC3=C2SC=C3)C=C1C=1C(=NC(=CC1)C(NC1=CC(=C(C(=C1)OC)OC)OC)=O)C(=O)OC methyl 3-(9-((4-(((tert-butoxycarbonyl)amino)methyl)phenyl)carbamoyl)-4,5-dihydrobenzo[b]thieno[2,3-d]oxepin-8-yl)-6-((3,4,5-trimethoxyphenyl)carbamoyl)picolinate